C(#N)C1=CC(=C(C=C1)[C@H]1OC2=C(C=CC=C2C(=C1)F)C1CCN(CC1)CC1=NC=2C(=NC(=CC2)C(=O)O)N1CC1(CC1)CF)F (S)-2-((4-(2-(4-cyano-2-fluorophenyl)-4-fluoro-2H-chromen-8-yl)piperidin-1-yl)methyl)-3-((1-(fluoromethyl)cyclopropyl)methyl)-3H-imidazo[4,5-b]pyridine-5-carboxylic acid